ethyl (S)-2''-(3-(tert-butoxy)-2-((tert-butoxycarbonyl) amino)-3-oxopropyl)-[2,4':2',4''-terthiazole]-4-carboxylate C(C)(C)(C)OC([C@H](CC=1SC=C(N1)C=1SC=C(N1)C=1SC=C(N1)C(=O)OCC)NC(=O)OC(C)(C)C)=O